CCCCC/C=C\\C/C=C\\CCCCCCCC(=O)OC(CC(=O)[O-])C[N+](C)(C)C The molecule is an O-acylcarnitine having linoleoyl as the acyl substituent. It has a role as a metabolite. It is an O-acylcarnitine, a carboxylic ester and an ammonium betaine. It derives from a carnitine.